((5-fluoro-2,4-diisopropylpyridin-3-yl)carbamoyl)-4-(2-hydroxypropan-2-yl)thiophene-2-sulfonimidamide FC=1C(=C(C(=NC1)C(C)C)NC(=O)C1=C(SC=C1C(C)(C)O)S(=O)(N)=N)C(C)C